tert-Butyl 3-((2-((2,4-dichlorophenoxy)methyl)oxazol-5-yl)oxy)azetidine-1-carboxylate ClC1=C(OCC=2OC(=CN2)OC2CN(C2)C(=O)OC(C)(C)C)C=CC(=C1)Cl